methyl 5-hydroxy-1-(3,3,3-trifluoropropyl)-1H-pyrazole-3-carboxylate OC1=CC(=NN1CCC(F)(F)F)C(=O)OC